(R)-8-(5-((R)-2-Benzylpiperidin-1-yl)thiazol-2-yl)-9-oxooctahydro-2H-pyrazino[1,2-a]pyrazin C(C1=CC=CC=C1)[C@@H]1N(CCCC1)C1=CN=C(S1)N1C([C@@H]2N(CCNC2)CC1)=O